ClC1=CC=C(C=C1)C1=NN=C(O1)COC1=C(C=C(C=C1)/C=C/C(=O)C1=CC=C(C=C1)O)OC (E)-3-[4-[[5-(4-Chlorophenyl)-1,3,4-oxadiazol-2-yl]methoxy]-3-methoxyphenyl]-1-(4-hydroxyphenyl)prop-2-en-1-one